3-(3-(4-chlorobenzyl)phenyl)-3-(3-(4-hydroxy-1,5-dimethyl-2-oxo-1,2-dihydropyridin-3-yl)ureido)propanoic acid ClC1=CC=C(CC=2C=C(C=CC2)C(CC(=O)O)NC(=O)NC=2C(N(C=C(C2O)C)C)=O)C=C1